ON(S(N)(=O)=O)CC1=C(C=C2C(C(C3(C=C12)CC3)(C)O)=O)C N-hydroxy-N-[(6'-hydroxy-2',6'-dimethyl-7'-oxo-6',7'-dihydrospiro[cyclopropane-1,5'-inden]-3'-yl)methyl]sulfuric diamide